C(CC=C)C1CCNCC1 4-(but-3-en-1-yl)piperidin